vinylbenzenesulfonic acid sodium salt [Na+].C(=C)C1=C(C=CC=C1)S(=O)(=O)[O-]